CC(C(=O)[O-])(CCCCCCCC(=O)[O-])C1CC(N(C(C1)(C)C)C)(C)C methyl(1,2,2,6,6-pentamethyl-4-piperidinyl)sebacate